C1(CC1)N(CCC=O)CCC 3-[CYCLOPROPYL(PROPYL)AMINO]PROPANAL